[Mo](=S)(=S)(=S)(=S)(=S)(=S)(=S)=S molybdenum octasulfide